ClC=1C=2N(C=C(N1)C=1C=C(C=CC1)[C@@H](C)N(C(=O)NCCC1CC(CC1)O)CC)C=CN2 1-((R)-1-(3-(8-chloroimidazo[1,2-a]pyrazin-6-yl)phenyl)ethyl)-1-ethyl-3-(2-(3-hydroxycyclopentyl)ethyl)urea